(3S,4R)-7-bromo-3-fluoro-benzopyran-4-ol BrC1=CC2=C(C(=C(CO2)F)O)C=C1